C(C)C(CCCCCCC)S(=O)N(C(CCCCCCCCC(=O)OCC(CCCCCC)CCCC)CCCCCCCCC(=O)OCC(CCCCCC)CCCC)CC1CCN(CC1)C bis(2-butyloctyl) 10-[1-ethyloctylsulfinyl-[(1-methyl-4-piperidyl)methyl]amino]nonadecanedioate